C[C@@H]1COC[C@@H](O1)COC1=CC=C(C=C1)C=1C=C(C(NC1C(F)(F)F)=O)C(=O)N 5-(4-(((2R,6R)-6-methyl-1,4-dioxan-2-yl)methoxy)phenyl)-2-oxo-6-(trifluoromethyl)-1,2-dihydropyridine-3-carboxamide